C1(CCCC1)CNN1CCN(CC1)C=1SC2=C(C(N1)=O)C=C(C=C2[N+](=O)[O-])C(F)(F)F 2-(4-((cyclopentylmethyl)amino)piperazin-1-yl)-8-nitro-6-(trifluoromethyl)-4H-benzo[e][1,3]thiazin-4-one